chloroisochroman ClC1OCCC2=CC=CC=C12